C[Si](CCC[SiH3])(Cl)C 3-(dimethylchlorosilyl)propylsilane